O[C@@H]1C(=O)OCC1 (S)-α-hydroxy-γ-butyrolactone